CC1(OB(OC1(C)C)C1=C(C=CC=2C=COC21)C)C 4,4,5,5-tetramethyl-2-(6-methylbenzofuran-7-yl)-1,3,2-dioxaborolan